N1=C(N=CC=C1)N1N=CN=C1C(=O)O 1-(pyrimidin-2-yl)-1H-1,2,4-triazole-5-carboxylic acid